2-(4-bromo-1-cyclopropyl-1H-pyrazol-3-yl)-5-fluoropyridine BrC=1C(=NN(C1)C1CC1)C1=NC=C(C=C1)F